O[C@H]1CC[C@H](NC1)C(=O)OC (2S,5S)-methyl 5-hydroxypiperidine-2-carboxylate